COC=1C=C(C(=O)N2CC(NC3=CC(=CC=C23)C(C)=O)=O)C=C(C1)C1=CC=C(C=C1)F 4-(3-methoxy-5-(4-fluorophenyl)benzoyl)-7-acetyl-3,4-dihydroquinoxalin-2(1H)-one